7-(trifluoromethyl)indole-1-carboxylic acid tert-butyl ester C(C)(C)(C)OC(=O)N1C=CC2=CC=CC(=C12)C(F)(F)F